thianthreneoxysulfide C1(=CC=CC=2SC3=CC=CC=C3SC12)OSOC1=CC=CC=2SC3=CC=CC=C3SC12